ClC1=C(C=C(C=C1)N1CCC(CC1)N1CCNCC1)F 1-[1-(4-chloro-3-fluoro-phenyl)-4-piperidyl]piperazine